C(CCC1CC[N+](CC1)(CCCCCBr)C)C1CC[N+](CC1)(C)CCCCCBr 4,4'-(propane-diyl)bis(1-(5-bromopentyl)-1-methylpiperidinium)